C(C)(C)(C1CC(C(CC1)O)O)C1CC(C(CC1)O)O isopropylidenebis(3,4-cyclohexanediol)